1,6,7,8,9,14,15,16,17,17,18,18-dodecachloropentacyclo(12.2.1.16,9.02,13.05,10)octadeca-7,15-diene ClC12C3CCC4C5(C(=C(C(C4CCC3C(C(=C1Cl)Cl)(C2(Cl)Cl)Cl)(C5(Cl)Cl)Cl)Cl)Cl)Cl